2-chloro-4-(2-methoxyethoxy)-6-(3-methoxytetrahydrofuran-3-yl)pyridine ClC1=NC(=CC(=C1)OCCOC)C1(COCC1)OC